2-[4-(difluoromethoxy)-3-methoxy-phenyl]acetonitrile FC(OC1=C(C=C(C=C1)CC#N)OC)F